(S)-N-((S)-1-(3,5-difluoropyridin-2-yl)ethyl)-2-(2,4-dioxo-1,4-dihydroquinazolin-3(2H)-yl)-4-methylpentanamide FC=1C(=NC=C(C1)F)[C@H](C)NC([C@H](CC(C)C)N1C(NC2=CC=CC=C2C1=O)=O)=O